C1(=CC=CC=C1)C1=C(C(=NN=N1)C=1C(=C(C=CC1)C1=CC=CC=C1)C1=C(C=CC=2[Se]C3=C(C21)C=CC=C3)C3=CC=CC=C3)C3=C(C=CC=C3)C3=CC=CC=C3 [phenyl(biphenylyl)triazinyl](phenyldibenzoselenophenyl)biphenyl